(4-Ethylphenylamino)-2,2-dimethyl-3-oxopropanoic acid C(C)C1=CC=C(C=C1)NC(C(C(=O)O)(C)C)=O